COC(C1=C(C(=C(C(=C1)F)Br)[N+](=O)[O-])N)=O 2-Amino-4-bromo-5-fluoro-3-nitrobenzoic acid methyl ester